COC(=O)[C@@H]1N(C[C@@H](C1)O)C(=O)OC(C)(C)C (2R,4R)-4-hydroxypyrrolidine-1,2-dicarboxylic acid 1-tert-butyl 2-methyl ester